(S)-1-(1-(methylsulfonyl)-1H-pyrrole-3-carbonyl)-N-(4-(3-(pyridin-4-yl)phenyl)thiazol-2-yl)azetidine-2-carboxamide CS(=O)(=O)N1C=C(C=C1)C(=O)N1[C@@H](CC1)C(=O)NC=1SC=C(N1)C1=CC(=CC=C1)C1=CC=NC=C1